C(C)N1CCN(CC2=C1C=C(C=C2)C(=O)N2CCC1(CC(C1)OC)CC2)C[C@H]([C@H]2NCC1=CC=CC=C1C2)O 1-ethyl-4-((R)-2-hydroxy-2-((S)-1,2,3,4-Tetrahydroisoquinolin-3-yl)ethyl)-8-(2-methoxy-7-azaspiro[3.5]nonane-7-carbonyl)-1,2,3,4-tetrahydro-5H-Benzo[e][1,4]diazepine